C1(CC1)C=1C=C(OCC(=O)C2=NNC=C2)C=CC1 2-(3-cyclopropylphenoxy)-1-(1H-pyrazol-3-yl)ethanone